2-(methoxy-methyl)quinazoline-4-thiol COCC1=NC2=CC=CC=C2C(=N1)S